C1(CC1)N1N=CC(=C1)C=1C=C(C=CC1)N(C(=O)[C@@H]1CC[C@H](CC1)NC(OCCO)=O)C[C@@H]1CC[C@H](CC1)C1=CC(=C(C=C1)OC)C 2-Hydroxyethyl (trans-4-((3-(1-cyclopropyl-1H-pyrazol-4-yl)phenyl)((trans-4-(4-methoxy-3-methylphenyl)cyclohexyl)methyl) carbamoyl)cyclohexyl)carbamate